5-cyclohexyl-3-(4-((3-fluorophenyl)ethynyl)phenyl)-1,2,4-oxadiazole C1(CCCCC1)C1=NC(=NO1)C1=CC=C(C=C1)C#CC1=CC(=CC=C1)F